4-(6-(7-methyl-3-(trifluoromethyl)-[1,2,4]triazolo[4,3-b]pyridazin-6-yl)-5,6,7,8-tetrahydro-1,6-naphthyridin-3-yl)-2-(pyridin-3-yl)morpholine CC1=CC=2N(N=C1N1CC=3C=C(C=NC3CC1)N1CC(OCC1)C=1C=NC=CC1)C(=NN2)C(F)(F)F